C1(=CC=C2C=CC3=CC=CC4=CC=C1C2=C34)C=NCCN=CC3=CC=C4C=CC2=CC=CC1=CC=C3C4=C21 N,N'-bis(1-pyrenylmethylene)ethane-1,2-diamine